2-methylpropan-2-yl (5S)-5-(methoxycarbonyl)-2-oxotetrahydropyrrole-1-carboxylate COC(=O)[C@@H]1CCC(N1C(=O)OC(C)(C)C)=O